trans-4-((4-(2-Cyclopropylthiazol-5-yl)pyridin-2-yl)((trans-4-(5-methoxy-6-methylpyridin-2-yl)cyclohexyl)methyl)carbamoyl)cyclohexyl 3-hydroxyazetidine-1-carboxylate OC1CN(C1)C(=O)O[C@@H]1CC[C@H](CC1)C(N(C[C@@H]1CC[C@H](CC1)C1=NC(=C(C=C1)OC)C)C1=NC=CC(=C1)C1=CN=C(S1)C1CC1)=O